N4-(5-amino-2-fluorophenyl)-N2-(1-methyl-1H-pyrazol-4-yl)-5-(1-methylpyrrolidin-3-yl)pyrimidine-2,4-diamine NC=1C=CC(=C(C1)NC1=NC(=NC=C1C1CN(CC1)C)NC=1C=NN(C1)C)F